N-(4-(5-chlorothiazol-2-yl)piperidin-4-yl)-4-(trifluoromethoxy)benzenesulfonamide tert-butyl-(R,S)-((5-(4-cyanophenyl)isochroman-1-yl)methyl)(methyl)carbamate C(C)(C)(C)OC(N(C)C[C@@H]1OCCC2=C(C=CC=C12)C1=CC=C(C=C1)C#N)=O.ClC1=CN=C(S1)C1(CCNCC1)NS(=O)(=O)C1=CC=C(C=C1)OC(F)(F)F